N-(4-fluorobenzyl)-N-(pyridin-4-yl)-2-naphthamide FC1=CC=C(CN(C(=O)C2=CC3=CC=CC=C3C=C2)C2=CC=NC=C2)C=C1